4-chloro-5-vinyl-7H-pyrrolo[2,3-d]pyrimidine ClC=1C2=C(N=CN1)NC=C2C=C